FC(S(=O)(=O)OC1=CC(NC2=CC=C(C(=C12)C)F)=O)(F)F 6-fluoro-5-methyl-2-oxo-1,2-dihydroquinolin-4-yl trifluoromethanesulfonate